ClC=1C=C2C(NNC(C2=CC1C1=C(C=CC=C1O)F)=O)=O 6-chloro-7-(2-fluoro-6-hydroxyphenyl)-2,3-dihydro-phthalazine-1,4-dione